BrC=1C=C(C=C2N=CC=NC12)C(=O)N1[C@H](C=2C(CC1)=C(N(N2)C)C2=CC(=CC=C2)Cl)C (S)-(8-bromoquinoxalin-6-yl)(3-(3-chlorophenyl)-2,7-dimethyl-2,4,5,7-tetrahydro-6H-pyrazolo[3,4-c]pyridin-6-yl)methanone